2-(amino(1-methylpiperidin-4-yl)methyl)-4,5-dichlorophenol NC(C1=C(C=C(C(=C1)Cl)Cl)O)C1CCN(CC1)C